[NH4+].C(C)N(CC)CC triethylamine, ammonium salt